ClC1=CC(=C(C=C1)C=1C=NC=NC1)C=O 5-(4-chloro-2-formylphenyl)pyrimidine